FC=1C=C(C=CC2=CC=C(C=C2)C2=CC=C(C=C2)C=CC2=CC(=C(C=C2)N2C3=CC=CC=C3C=3C=CC=CC23)F)C=CC1N1C2=CC=CC=C2C=2C=CC=CC12 4,4'-bis[3-fluoro-4-(9-carbazolyl)styryl]biphenyl